C[C@H]1N(CCN(C1)CCOC1=CC=C(C=C1)[N+](=O)[O-])C(C)=O (R)-1-(2-methyl-4-(2-(4-nitrophenoxy)ethyl)piperazin-1-yl)ethan-1-one